FC1(OC2=C(O1)C=CC(=C2)C2(CC2)C(=O)NC2=C(C(=NC=C2)C2=CC=CC=C2C(=O)O)C)F 6-(1-(2,2-difluorobenzo[d][1,3]dioxol-5-yl)-cyclopropanecarboxamido-3-methylpyridin-2-yl)benzoic acid